C1(C=CC(N1C1=CC=CC2=CC=CC(=C12)N1C(C=CC1=O)=O)=O)=O 1,8-bismaleimidylnaphthalene